COC(C1=CC=C(C=C1CBr)Br)=O 4-bromo-6-(bromomethyl)benzoic acid methyl ester